S1C=C(C2=C1C=CC=C2)C=2C=C(C1=C(CN(CCO1)CC=1C=NC(=NC1)OC)C2)Cl 7-(1-benzothiophen-3-yl)-9-chloro-4-[(2-methoxypyrimidin-5-yl)methyl]-3,5-dihydro-2H-1,4-benzoxazepine